O1C(=CC=C1)C=1C=CC(=C(C1)NC1=NC=NC2=CC(=C(C=C12)NC(\C=C\CN1CCN(CC1)C)=O)OC)OC (E)-N-(4-((5-(furan-2-yl)-2-methoxyphenyl)amino)-7-methoxy-quinazolin-6-yl)-4-(4-methyl-piperazin-1-yl)but-2-enamide